3-[3-[6-(1-methylpyrazol-4-yl)pyrrolo[1,2-b]pyridazin-4-yl]-3,8-diazabicyclo[3.2.1]octan-8-yl]cyclobutane-1-carbonitrile CN1N=CC(=C1)C=1C=C2N(N=CC=C2N2CC3CCC(C2)N3C3CC(C3)C#N)C1